4-(2,6-dimethylmorpholino)-3,5-difluoroaniline CC1OC(CN(C1)C1=C(C=C(N)C=C1F)F)C